2-phenylimidazo[1,2-a]pyridin-8-amine C1(=CC=CC=C1)C=1N=C2N(C=CC=C2N)C1